CC=1C=C(C=CC1C)NNC(=O)C1=NC=CC=C1 N'-(3,4-dimethylphenyl)-2-pyridinecarbohydrazide